C(C)(C)(C)N(C(O)=O)[C@@H]1CC[C@@H](CC1)NC1=NC=CC2=CC(=CC=C12)OC.C(C)(C)(C)OOCCCCCCCC tert-butyl-peroxyoctane tert-butyl-(cis-4-((6-methoxyisoquinolin-1-yl)amino)cyclohexyl)carbamate